1,9-dimethyl-9H-pyrido[3,4-b]Indole-3-carbaldehyde CC1=NC(=CC2=C1N(C1=CC=CC=C21)C)C=O